CCCCCCO N-hexyl alcohol